C(C)(C)(C)OC(NC1=CC=C2CC\3C(OC(/C3=C/O[C@@H]3OC(C(=C3)C)=O)=O)C2=C1)=O (±)-Tert-butyl((E)-3-((((R)-4-methyl-5-oxo-2,5-dihydrofuran-2-yl)oxy)methylene)-2-oxo-3,3a,4,8b-tetrahydro-2H-indeno[1,2-b]furan-7-yl)carbamate